COC(C1=CC(=NC=C1C=1OC2=C(N1)C=CC=C2Cl)Br)=O 2-bromo-5-(7-chlorobenzo[d]oxazol-2-yl)isonicotinic acid methyl ester